1-(3-(4-(3,5-difluoro-2-(trifluoromethyl)-phenyl)piperidine-1-carbonyl)-1,4,5,7-tetrahydro-6H-pyrazolo[3,4-c]pyridin-6-yl)ethan-1-one FC=1C(=C(C=C(C1)F)C1CCN(CC1)C(=O)C1=NNC=2CN(CCC21)C(C)=O)C(F)(F)F